C(C)(C)(C)C=1C(=C(C=C(C1)Cl)N(C(O)=O)C(=O)OC(C)(C)C)[N+](=O)[O-].FC1=C(C=CC=2N(C(N(C21)C)=O)C2C(NC(CC2)=O)=O)C2CCN(CC2)CC2CCNCC2 3-[4-Fluoro-3-methyl-2-oxo-5-[1-(4-piperidylmethyl)-4-piperidyl]benzimidazol-1-yl]piperidine-2,6-dione tert-butyl-(tert-butoxycarbonyl)(5-chloro-2-nitrophenyl)carbamate